3-chloro-N-(2-cyanoprop-2-yl)-N-(2,4-dimethylphenyl)-benzene-1,2-dicarboxamide ClC1=C(C(=CC=C1)C(=O)N(C1=C(C=C(C=C1)C)C)C(C)(C)C#N)C(=O)N